OC(CC(=O)N[C@@H](COC)C1=CC(=CC=C1)OC(F)(F)F)C(C)(C)C 3-Hydroxy-N-[(1R)-2-methoxy-1-[3-(trifluoromethoxy)phenyl]ethyl]-4,4-dimethyl-pentanamide